(Methylcyclopentadienyl)(1,5-cyclooctadien) iridium(I) [Ir+].CC1(C=CC=C1)C1=CCCC=CCC1